N-(2-(methylsulfonyl)ethyl)benzamide CS(=O)(=O)CCNC(C1=CC=CC=C1)=O